C1(CCCCC1)C1=CC=C(C=C1)C(C)OC([C@@H](NC(=O)C1=NC=CC(=C1OCOC(C)=O)OC)C)=O [[3-[(acetyloxy)methoxy]-4-methoxy-2-pyridinyl]carbonyl]-L-alanine 1-(4-cyclohexylphenyl)ethyl ester